NC1=NC=2C=NC(=CC2C2=C1COC2)N2C(CC[C@@H](C2)C)C=2C=C1C3(C(N(C1=C(C2)F)C)=O)CC3 5'-((5S)-1-(4-amino-1,3-dihydrofurano[3,4-c][1,7]naphthyridine-8-yl)-5-methylpiperidin-2-yl)-7'-fluoro-1'-methylspiro[cyclopropane-1,3'-indol]-2'-one